CN1N=CC(=C1)C=1C(=NC(=NC1)NC1=C(C=CC=C1)C)NC1=CC=C2CCNCC2=C1 (1-methyl-1H-pyrazol-4-yl)-N4-(1,2,3,4-tetrahydroisoquinolin-7-yl)-N2-(o-tolyl)pyrimidine-2,4-diamine